3-Methylbut-1-yne CC(C#C)C